C(C)[C@]1(C(OCC=2C(N3CC=4C(=NC=5C=C6C(=C7C5C4[C@@H](CC7)CCCO)OCO6)C3=CC21)=O)=O)O (1S,10S)-10-ethyl-10-hydroxy-1-(3-hydroxypropyl)-1,2,3,10,13,16-hexahydro-11H,14H-benzo[de][1,3]dioxolo[4,5-g]pyrano[3',4':6,7]indolizino[1,2-b]quinoline-11,14-dione